[Fe].[Cu].[Mg] magnesium copper iron salt